ClC1=CC=C(C=C1)N1N=C(N=C1C1=CC=C(C=C1)Cl)CN1CCC(CC1)OC 1-((1,5-bis(4-chlorophenyl)-1H-1,2,4-triazol-3-yl)methyl)-4-methoxypiperidine